N-(tert-butyl)-2-((2-(4,5-dimethoxypyridin-2-yl)-6,7-dihydro-5H-cyclopenta[d]pyrimidin-4-yl)(methyl)amino)acetamide C(C)(C)(C)NC(CN(C)C=1C2=C(N=C(N1)C1=NC=C(C(=C1)OC)OC)CCC2)=O